N1([C@@H](CCC1)C(=O)OC1=CC=C(C=C1)C(F)(F)F)C(=O)OC(C)(C)C 1-(tert-butyl) 2-(4-(trifluoromethyl)phenyl) (S)-pyrrolidine-1,2-dicarboxylate